C(=CC)N1CCN(CC1)[C@H](CC1CC1)C1=CC=C(C=C1)[C@H](C)NC=1N=CC2=C(N1)N(C(C=C2)=O)C(C)C 2-{[(1S)-1-{4-[(1R)-1-(4-propenylpiperazin-1-yl)-2-cyclopropylethyl]phenyl}ethyl]amino}-8-(propan-2-yl)pyrido[2,3-d]pyrimidin-7(8H)-one